N-(3-(1-(4-bromo-2-fluorobenzyl)-1H-1,2,3-triazol-4-yl)phenyl)-7-methoxy-6-(3-morpholinopropoxy)quinazoline BrC1=CC(=C(CN2N=NC(=C2)C=2C=C(C=CC2)N2CN=CC3=CC(=C(C=C23)OC)OCCCN2CCOCC2)C=C1)F